5-(4-methoxyphenyl)-4-(4-piperidyl)-3-hydroxyisothiazole hydrobromide Br.COC1=CC=C(C=C1)C1=C(C(=NS1)O)C1CCNCC1